C(C=C)(=O)O.C(C(=C)C)(=O)O methacrylic acid acrylate